9-chloronaphtho[1,2-b]benzofuran ClC1=CC2=C(C3=C(O2)C=2C=CC=CC2C=C3)C=C1